3-ethyl-7-(hydroxymethyl)-8-methylquinolin-2(1H)-one C(C)C=1C(NC2=C(C(=CC=C2C1)CO)C)=O